C(C)(=O)OC1(CC(=O)OC(C1)=O)C 3-acetoxy-3-methylpentane-1,5-dioic acid anhydride